C1(=CC=CC=C1)C=1N=C(NC1C1=CC=CC=C1)C=1SC=CC1 4,5-Diphenyl-2-(2-thienyl)imidazole